C1(CC1)N1CCN(CC1)C(=O)C1=CC=C(C2=C1CCO2)NC2=CC(=C1C(=N2)NC=C1C(F)(F)F)NCC (4-cyclopropylpiperazin-1-yl)(7-((4-(ethylamino)-3-(trifluoromethyl)-1H-pyrrolo[2,3-b]pyridin-6-yl)amino)-2,3-dihydrobenzofuran-4-yl)methanone